NC=1C=2N(C(=C(N1)C=1C=C(C#N)C=CC1)C1=NC=NC=C1)N=C(N2)CC2=NC=CC=C2C=2C=NN(C2)C 3-(8-amino-2-((3-(1-methyl-1H-pyrazol-4-yl)pyridin-2-yl)methyl)-5-(pyrimidin-4-yl)-[1,2,4]triazolo[1,5-a]pyrazin-6-yl)benzonitrile